F[Sb-](F)(F)(F)(F)F.ClC1=C(C=CC(=C1)C(C1=CC=CC=C1)=O)SC1=CC=C(C=C1)[S+](C1=CC=C(C=C1)F)C1=CC=C(C=C1)F 4-(2-chloro-4-benzoylphenylthio)phenyl-bis(4-fluorophenyl)sulfonium hexafluoroantimonate